CC(C)N1N=NC2=C1C=CC(=C2)N 1-(propan-2-yl)benzo[d][1,2,3]triazol-5-amine